C(C)(C)(C)OC(=O)N/C(/N1N=CC=C1)=N/C(OC(C)(C)C)=O tert-butyl (Z)-(((tert-butoxycarbonyl)amino)(1H-pyrazol-1-yl)methylene)carbamate